OC1=CC=C(C=C1)N1C(=O)NC(=O)C1 D-p-hydroxy-phenyl-hydantoin